(-)-5-[(1S)-1-{1-[(tert-butoxy)carbonyl]piperidin-4-yl}-1-hydroxypropyl]-2-(4-chlorobenzoyl)-3-fluorobenzoic acid C(C)(C)(C)OC(=O)N1CCC(CC1)[C@](CC)(O)C=1C=C(C(=C(C(=O)O)C1)C(C1=CC=C(C=C1)Cl)=O)F